C(#N)CCNC(=O)C1=CC2=C(N(C(=N2)NC=2SC3=C(N2)C=CC(=C3)OC(F)(F)F)C)C=C1 1-Methyl-2-(6-trifluoromethoxy-benzothiazol-2-ylamino)-1H-benzoimidazole-5-carboxylic acid (2-cyano-ethyl)-amide